3,4-difluoro-2-(2-fluoro-4-iodoanilino)-5-[[2-fluoro-3-(oxetan-3-ylsulfonylamino)phenyl]methyl]benzamide FC=1C(=C(C(=O)N)C=C(C1F)CC1=C(C(=CC=C1)NS(=O)(=O)C1COC1)F)NC1=C(C=C(C=C1)I)F